COC1=NN(C(=C1)S(=O)(=O)N1CC2(C1)CC(CC2)N2CCOCC2)C 4-(2-((3-Methoxy-1-methyl-1H-pyrazol-5-yl)sulfonyl)-2-azaspiro[3.4]oct-6-yl)morpholine